[O-]CCCC.C(CCC)[Mg+] n-butylMagnesium n-butoxide